(6-chloro-5-methyl-3-pyridyl)boronic acid ClC1=C(C=C(C=N1)B(O)O)C